1,3-bis(4-bromo-2,5-dimethoxyphenethyl)urea BrC1=CC(=C(CCNC(=O)NCCC2=C(C=C(C(=C2)OC)Br)OC)C=C1OC)OC